(R)-3-(3,3-difluorobutyl)-5-(4,4-difluorocyclohexyl)-8-hydroxy-2-methyl-7-(trifluoromethyl)-2,3,4,5-tetrahydrobenzo[f][1,2,5]thiadiazepine 1,1-dioxide FC(CC[C@H]1N(S(C2=C(N(C1)C1CCC(CC1)(F)F)C=C(C(=C2)O)C(F)(F)F)(=O)=O)C)(C)F